[(1S)-1-(ethoxymethyl)-2,2-dimethyl-propyl]quinoline-3,4-diamine C(C)OC[C@@H](C(C)(C)C)C1=NC2=CC=CC=C2C(=C1N)N